(S)-bis(2-octyldecyl)-6,6'-((2-hydroxy-3-((2-hydroxyethyl)(ethyl)amino)propyl)azanediyl)dihexanoate C(CCCCCCC)C(COC(CCCCCN(CCCCCC(=O)OCC(CCCCCCCC)CCCCCCCC)C[C@@H](CN(CC)CCO)O)=O)CCCCCCCC